(S)-2-(1-((2-(trimethylsilyl)ethoxy)methyl)-1H-pyrazol-4-yl)morpholine C[Si](CCOCN1N=CC(=C1)[C@H]1CNCCO1)(C)C